OCC1=CC=C(S1)C1=CC(=NN1)C1=C(C2=CC=CC=C2C=C1)O (5-(5-(Hydroxymethyl)thiophen-2-yl)-1H-pyrazol-3-yl)naphthalen-1-ol